(1-(naphthalen-1-yl)cyclopropyl)-4-nitrobenzamide C1(=CC=CC2=CC=CC=C12)C1(CC1)C1=C(C(=O)N)C=CC(=C1)[N+](=O)[O-]